Cl.N[C@@H](C)C1=NC=C(C(=O)OC)C=C1 methyl (S)-6-(1-aminoethyl)nicotinate hydrochloride